FC1=C(C(=O)N[C@H](C(=O)OC)CC=2C=CC(=C3CCOCC23)C=2C(N(C3=CC=C(C=C3C2C)F)C)=O)C(=CC=C1)F methyl (S)-2-(2,6-difluorobenzamido)-3-(5-(6-fluoro-1,4-dimethyl-2-oxo-1,2-dihydroquinolin-3-yl)isochroman-8-yl)propanoate